N-((4RS,5RS)-3-((E)-(((S)-tert-butylsulfinyl)imino)methyl)-7-ethyl-4-(4-fluorophenyl)-6-oxo-1-phenyl-4,5,6,7-tetrahydro-1H-pyrazolo[3,4-b]pyridin-5-yl)-3-(trifluoromethyl)benzamide C(C)(C)(C)[S@](=O)\N=C\C1=NN(C=2N(C([C@@H]([C@@H](C21)C2=CC=C(C=C2)F)NC(C2=CC(=CC=C2)C(F)(F)F)=O)=O)CC)C2=CC=CC=C2 |&1:14,15|